FC1(COC1)C(C=1C=C(C=CC1)N1C(C2=CC(=CC(=C2C1)C(F)(F)F)CNC1(CCC1)C)=O)C1=NN=CN1C 2-(3-((3-fluorooxetan-3-yl)(4-methyl-4H-1,2,4-triazol-3-yl)methyl)phenyl)-6-(((1-methylcyclobutyl)amino)methyl)-4-(trifluoromethyl)isoindolin-1-one